C(C1=CC=CC=C1)O[C@H](C(=O)OC)C methyl (2S)-2-benzyloxypropanoate